N-[1-[3-[1-(2-nitro-3-pyridyl)-1,2,4-triazol-3-yl]pyrazin-2-yl]ethyl]-3,5-bis(trifluoromethyl)benzamide [N+](=O)([O-])C1=NC=CC=C1N1N=C(N=C1)C=1C(=NC=CN1)C(C)NC(C1=CC(=CC(=C1)C(F)(F)F)C(F)(F)F)=O